F[C@@H]1[C@H](CNC1)NC(C([2H])([2H])[2H])(C([2H])([2H])[2H])[2H] (3S,4S)-4-Fluoro-N-(propan-2-yl-d7)pyrrolidin-3-amine